Cl.N1C[C@H](CC1)OCC(=O)OCC ethyl (S)-2-(pyrrolidin-3-yloxy)acetate hydrochloride